Butyl ((5-methyl-5,6,7,8-tetrahydro-2,6-naphthyridin-3-yl)methyl)carbamate CC1C=2C=C(N=CC2CCN1)CNC(OCCCC)=O